ClC1=CC=C(C=C1)N1CCC(CC1)OC=1N=NNC1C(=O)O 4-((1-(4-chlorophenyl)piperidin-4-yl)oxy)-1H-1,2,3-triazole-5-carboxylic acid